α-t-butylbenzoin C(C)(C)(C)C(C(C1=CC=CC=C1)=O)(O)C1=CC=CC=C1